(s)-1-(4-(2-chlorophenyl)piperazin-1-yl)-3-(naphthalen-1-yl-oxy)propan-2-ol ClC1=C(C=CC=C1)N1CCN(CC1)C[C@@H](COC1=CC=CC2=CC=CC=C12)O